ClC=1C=CC=C2C=CC(=NC12)C1(NC=C(C(=C1)C(F)(F)F)NCCCN1CCN(CC1)C)N 2-(8-chloroquinolin-2-yl)-N5-(3-(4-methylpiperazin-1-yl)propyl)-4-(trifluoromethyl)pyridine-2,5-diamine